CSCCC(C(=O)[O-])=O 4-(methylsulfanyl)-2-oxobutanoate